O1CC(CCC1)CN1N=C(C2=CC=CC=C12)C(=O)OC methyl 1-((tetrahydro-2H-pyran-3-yl)methyl)-1H-indazole-3-carboxylate